C(C)(C)(C)OC(=O)N1CC=2C(C[C@H]1C)=CN(N2)C2CNC2 (5R)-2-(azetidin-3-yl)-5-methyl-5,7-dihydro-4H-pyrazolo[3,4-c]pyridine-6-carboxylic acid tert-butyl ester